4'-(morpholine-4-carbonyl)-[1,1'-biphenyl]-3-carboxylate N1(CCOCC1)C(=O)C1=CC=C(C=C1)C1=CC(=CC=C1)C(=O)[O-]